1-(7-((5-Chloro-4-((2-(dimethylphosphoryl)phenyl)amino)pyrimidin-2-yl)amino)-6-methoxy-3,4-dihydroisoquinolin-2(1H)-yl)-2,2,2-trifluoroethan-1-one ClC=1C(=NC(=NC1)NC1=C(C=C2CCN(CC2=C1)C(C(F)(F)F)=O)OC)NC1=C(C=CC=C1)P(=O)(C)C